5H-benzo[7]annulene-3-carboxylate C1=CC(=CC2=C1C=CC=CC2)C(=O)[O-]